2-bromo-1-(5-fluoro-2-pyridinyl)ethanone BrCC(=O)C1=NC=C(C=C1)F